[4-[(2S)-2-(aminomethyl)morpholine-4-carbonyl]piperazin-1-yl]-[4-[[3-(2,3-difluoro-4-methoxy-phenyl)imidazo[1,2-a]pyrazin-8-yl]amino]-2-methyl-phenyl]methanone formate C(=O)O.NC[C@H]1CN(CCO1)C(=O)N1CCN(CC1)C(=O)C1=C(C=C(C=C1)NC=1C=2N(C=CN1)C(=CN2)C2=C(C(=C(C=C2)OC)F)F)C